OCCCC(CCN)N hydroxypropyl-1,3-propanediamine